CSC1=NC(=CN=C1)C 2-methylthio-6-methylpyrazine